(S,E)-7-(6-((tert-butyldimethylsilyl)oxy)-2,5,7,8-tetramethylchroman-2-yl)-4-methylhept-4-enal [Si](C)(C)(C(C)(C)C)OC=1C(=C2CC[C@](OC2=C(C1C)C)(C)CC/C=C(/CCC=O)\C)C